2-[(2R)-3-(3,4-Dihydro-1H-isochinolin-2-yl)-2-hydroxy-propyl]-6-(4-tetrahydropyran-4-ylpiperazin-1-yl)-3,4-dihydroisochinolin-1-on C1N(CCC2=CC=CC=C12)C[C@H](CN1C(C2=CC=C(C=C2CC1)N1CCN(CC1)C1CCOCC1)=O)O